C(#N)C=1C=NN2C1C(=CC(=C2)C=2C=NN(C2)C)C=2C=NN(C2)C(=O)NCC=2C=NC(=CC2)OCC 4-(3-cyano-6-(1-methyl-1H-pyrazol-4-yl)pyrazolo[1,5-a]pyridin-4-yl)-N-((6-ethoxypyridin-3-yl)methyl)-1H-pyrazole-1-carboxamide